(1S,2S)-N-(6-(((R)-1-(8-bromo-6-cyclopropylimidazo[1,2-a]pyridin-2-yl)ethyl)amino)-2-methylpyrimidin-4-yl)-2-(4-methylpyrimidin-2-yl)cyclopropane-1-carboxamide BrC=1C=2N(C=C(C1)C1CC1)C=C(N2)[C@@H](C)NC2=CC(=NC(=N2)C)NC(=O)[C@@H]2[C@H](C2)C2=NC=CC(=N2)C